acryloyldimethyl-taurin C(C=C)(=O)C(N(C)C)CS(=O)(=O)O